NC1=C2C(=NC=N1)N(N=C2C2=CC=C(C=C2)OC2=CC=CC=C2)C2CCN(CC2)CC=2C=C1C(N(C(C1=CC2)=O)N2C(NC(CC2)=O)=O)=O 5-((4-(4-amino-3-(4-phenoxyphenyl)-1H-pyrazolo[3,4-d]pyrimidin-1-yl)piperidin-1-yl)methyl)-2-(2,4-dioxotetrahydropyrimidin-1(2H)-yl)isoindoline-1,3-dione